COC(N(C[C@@H]1NCCOC1)C1(CC1)C1=CC(=C(C=C1)F)C(F)(F)F)=O (S)-(1-(4-fluoro-3-(trifluoromethyl)phenyl)cyclopropyl)(morpholin-3-ylmethyl)carbamic acid methyl ester